ClC1=CC=C(C=C1)CC(=O)NC1=CC(=C(C=C1)N1N=CC(=C1)C(F)(F)F)S(N)(=O)=O 2-(4-Chlorophenyl)-N-{3-sulfamoyl-4-[4-(trifluoromethyl)-1H-pyrazol-1-yl]phenyl}acetamide